α,α,α',α'-tetramethylxylene diisocyanate [N-]=C=O.[N-]=C=O.CC(C=1C(=CC=CC1)C(C)C)C